C1(CCCC1)[C@@]1(C2(CC(C1)(C2)C2=CC=CC=C2)C(=O)C2=CC1=CC=CC=C1C=C2)C2=NC=CC=C2 ((1S,2S,4R)-2-cyclopentyl-4-phenyl-2-(pyridin-2-yl)bicyclo[2.1.1]hexan-1-yl)(naphthalen-2-yl)methanone